6-{7-[(3-fluoro-1-methylazetidin-3-yl)methoxy]imidazo[1,2-a]pyridin-3-yl}-N-{[4-(1-methyl-1H-pyrazol-4-yl)phenyl]methyl}pyrimidin-4-amine FC1(CN(C1)C)COC1=CC=2N(C=C1)C(=CN2)C2=CC(=NC=N2)NCC2=CC=C(C=C2)C=2C=NN(C2)C